CCCCCCCC/C=C\\CCCCCCCCCCCCCC(=O)SCCNC(=O)CCNC(=O)[C@@H](C(C)(C)COP(=O)(O)OP(=O)(O)OC[C@@H]1[C@H]([C@H]([C@@H](O1)N2C=NC3=C(N=CN=C32)N)O)OP(=O)(O)O)O The molecule is a very long-chain fatty acyl-CoA that results from the formal condensation of the thiol group of coenzyme A with the carboxy group of (15Z)-tetracosenoic acid. It is a very long-chain fatty acyl-CoA and a monounsaturated fatty acyl-CoA. It derives from a (15Z)-tetracosenoic acid. It is a conjugate acid of a (15Z)-tetracosenoyl-CoA(4-).